N-methyl-2-[4-(2-pyridinyl)phenyl]acetamide hemihydrate O.CNC(CC1=CC=C(C=C1)C1=NC=CC=C1)=O.CNC(CC1=CC=C(C=C1)C1=NC=CC=C1)=O